BrC=1C(=C(NC1C(F)(F)F)C1=CC=C(C=C1)Cl)C#N 4-bromo-2-(4-chlorophenyl)-5-(trifluoromethyl)-1H-pyrrol-3-carbonitrile